C(C)OC1=C(C=CC=C1)NC(N(C)C1=CC=2OC(C(=CC2S1)C(=O)OC)=O)=O methyl 2-(3-(2-ethoxyphenyl)-1-methylureido)-5-oxo-5H-thieno[3,2-b]pyran-6-carboxylate